(S)-2-(isobutyrylamino)-3-methylbutyric acid C(C(C)C)(=O)N[C@H](C(=O)O)C(C)C